(E)-Methyl 3-Tosylacrylate S(=O)(=O)(C1=CC=C(C)C=C1)/C=C/C(=O)OC